C(C)(C)(C)OC(=O)N1CCC2(CN(C2)C2=CC=C(C=C2)Br)CC1.C(C1=CC=CC=C1)C=1C(OC2=CC=C(C=C2C1C)OCC(CN1CCC(CC1)C(=O)N)O)=O 1-(3-((3-benzyl-4-methyl-2-oxo-2H-chromen-6-yl)oxy)-2-hydroxypropyl)piperidine-4-carboxamide tert-Butyl-2-(4-bromophenyl)-2,7-diazaspiro[3.5]nonane-7-carboxylate